C(=C(C)CCC[C@@H](C)[C@H]1CC[C@H]2[C@@H]3CCC4CCCC[C@]4(C)[C@H]3CC[C@]12C)OC1=CC(=CC(=C1)N)N cholestenyloxy-3,5-diaminobenzene